1,3-bis(3-aminopropyl)-5-methyl-isocyanuric acid NCCCN1C(=O)N(C(=O)N(C1=O)C)CCCN